1-(4-Chlorophenyl)-3,3-dimethoxycyclobutane-1-carboxamide ClC1=CC=C(C=C1)C1(CC(C1)(OC)OC)C(=O)N